OC1=C2C=CN(C(C2=C(C=C1)C)=O)C 5-Hydroxy-2,8-dimethylisoquinolin-1(2H)-one